methyl 6-((4-((tert-butoxycarbonyl)amino)phenyl)-((methylsulfonyl)oxy)methyl)picolinate C(C)(C)(C)OC(=O)NC1=CC=C(C=C1)C(C1=CC=CC(=N1)C(=O)OC)OS(=O)(=O)C